trimethyl-(prop-1,2-dien-1-yl)silane C[Si](C=C=C)(C)C